N-(6-((S)-4-(4-hydroxy-3-methyltetrahydrofuran-3-yl)-3-methylpiperazin-1-yl)-7-methylisoquinolin-3-yl)-6-oxaspiro[2.5]octane-1-carboxamide OC1C(COC1)(C)N1[C@H](CN(CC1)C=1C=C2C=C(N=CC2=CC1C)NC(=O)C1CC12CCOCC2)C